benzyl[(5S)-5-[(tert-butoxycarbonyl)amino]-6-oxo-6-{(2-thienylmethyl) [2-(trifluoromethoxy) benzyl]amino}hexyl]carbamate C(C1=CC=CC=C1)OC(NCCCC[C@@H](C(N(CC1=C(C=CC=C1)OC(F)(F)F)CC=1SC=CC1)=O)NC(=O)OC(C)(C)C)=O